S1C(=NC2=C1C=CC=C2)C2=NC=1N(C(N(C(C1N2C)=O)CC)=O)CC 8-(benzo[d]thiazol-2-yl)-1,3-diethyl-7-methyl-1H-purine-2,6(3H,7H)-dione